4-methylbenzoic acid [3-(2-ethyl) iminoamyl benzoate] CCN=C(CCC1=C(C(=O)O)C=CC=C1)CC.CC1=CC=C(C(=O)O)C=C1